ClC1=CC=C(C=C1)C=1N=C2N(C=CC=C2)C1CN1CC2COCC(C1)N2C(=O)C2=C(C=CC(=C2)F)OC (7-{[2-(4-Chlorophenyl)imidazo[1,2-a]pyridin-3-yl]methyl}-3-oxa-7,9-diazabicyclo[3.3.1]non-9-yl)(5-fluoro-2-methoxyphenyl)methanon